FC1=C(C=C2CN(C(C2=C1)=O)C1C(NC(CC1)=O)=O)CN1CCN(CC1)C1=CC=C(C=C1)C(=C(CC)C1=CC=CC=C1)C1=CC=C(C=C1)O 3-(6-fluoro-5-((4-(4-(1-(4-hydroxyphenyl)-2-phenylbut-1-en-1-yl)phenyl)piperazin-1-yl)methyl)-1-oxoisoindoline-2-yl)piperidine-2,6-dione